BrC=1C=C(C=CC1Cl)CCNCC1=C(N=C2SC=CN21)C2=CC=C(C=C2)Cl 2-(3-bromo-4-chlorophenyl)-N-((6-(4-chlorophenyl)imidazo[2,1-b]thiazol-5-yl)methyl)ethan-1-amine